C1(=CC=C(C=C1)NC1=CC=CC2=C1OC1=C2C=CC=C1)C1=CC=CC=C1 N-([1,1'-biphenyl]-4-yl)dibenzo[B,d]furan-4-amine